alanine dimethylamine salt CNC.N[C@@H](C)C(=O)O